chlorodinonyl-phenol ClC1=C(C(=C(C=C1)O)CCCCCCCCC)CCCCCCCCC